C1(=C(C=CC=C1)C=1C=CC2=C(SC3=C2C=CC(=C3)Br)C1)C1=CC=CC=C1 3-(biphenyl-2-yl)-7-bromodibenzo[b,d]thiophene